FC1=C(C=CC=C1CN1C(OC2=C(C1)C=CC(=C2)C(NC)=O)=O)NC(OC(C)(C)C)=O tert-butyl N-(2-fluoro-3-{[7-(methylcarbamoyl)-2-oxo-3,4-dihydro-2H-1,3-benzoxazin-3-yl]methyl}phenyl)carbamate